C(CCC(CCCCCCCCCCCCCCCC)O)O eicosane-1,4-diol